(2-fluorophenyl)(2-(5-(trifluoromethyl)-1,2,4-oxadiazol-3-yl)-4,7-dihydrothieno[2,3-c]pyridin-6(5H)-yl)methanone FC1=C(C=CC=C1)C(=O)N1CC2=C(CC1)C=C(S2)C2=NOC(=N2)C(F)(F)F